C1(=CCCCC1)CCN1C(=NC2=C1C=CC(=C2)C(=O)O)NCC2=NC=C(C(=C2C)OC)C 1-(2-(cyclohex-1-en-1-yl)ethyl)-2-(((4-methoxy-3,5-dimethylpyridin-2-yl)methyl)amino)-1H-benzo[d]imidazole-5-carboxylic acid